2-(trifluoromethyl)-5,6,7,8-tetrahydropyrido[4,3-d]pyrimidine FC(C=1N=CC2=C(N1)CCNC2)(F)F